ClC=1C(=CN(C1)C1CCCC1)B(O)O 4-CHLORO-1-CYCLOPENTYL-PYRROL-3-YLBORONIC ACID